iron-copper-tin-nickel [Ni].[Sn].[Cu].[Fe]